4-{5-[Bis(2-chloroethyl)amino]-1-methyl-2-benzimidazolyl}butyric acid ClCCN(C1=CC2=C(N(C(=N2)CCCC(=O)O)C)C=C1)CCCl